(R)-cyclopropyl(5-fluoro-1-((R)-5-(pyridin-2-yl)-2,3-dihydro-1H-indene-2-carbonyl)indolin-6-yl)(imino)-λ6-sulfanone C1(CC1)[S@](=O)(=N)C1=C(C=C2CCN(C2=C1)C(=O)[C@@H]1CC2=CC=C(C=C2C1)C1=NC=CC=C1)F